NC1=C(C(=NN1C(C)C)C1=CC=C(C=C1)C(C(=O)NC1=CC(=NO1)CC(C)(C)C)C)C#N 2-[4-(5-amino-4-cyano-1-isopropylpyrazol-3-yl)phenyl]-N-[3-(2,2-dimethylpropyl)-1,2-oxazol-5-yl]Propionamide